CN1C2=CC(=C(C=C2C(C12C=NC1=C(O2)C=CC2=CC(=C(C=C21)C(=O)OC)O)(C)C)C)C 1,3,3,5,6-pentamethyl-9'-methoxycarbonyl-8'-hydroxy-spiro[indoline-2,3'-[3H]naphth[2,1-b][1,4]oxazine]